(4-((5-fluoro-4-(3-(2-oxopyridin-1(2H)-yl)phenyl)pyrimidin-2-yl)amino)cyclohexyl)-4-hydroxy-[1,4'-bipiperidine]-4-carboxamide FC=1C(=NC(=NC1)NC1CCC(CC1)C1N(CCC(C1)(C(=O)N)O)C1CCNCC1)C1=CC(=CC=C1)N1C(C=CC=C1)=O